PTERIDONE N1C(N=CC2=NC=CN=C12)=O